S1C(=NC2=C1C=CC=C2)S 1,3-Benzothiazole-2-thiol